(2-((1-((dimethylamino)methyl)cyclopropyl)methoxy)-4-((2R)-5-fluoro-2-methylazepan-1-yl)-5,7-dihydro-6H-pyrrolo[3,4-d]pyrimidin-6-yl)(3-hydroxy-8-iodonaphthalen-1-yl)methanone CN(C)CC1(CC1)COC=1N=C(C2=C(N1)CN(C2)C(=O)C2=CC(=CC1=CC=CC(=C21)I)O)N2[C@@H](CCC(CC2)F)C